potassium isobutylmalonate C(C(C)C)C(C(=O)[O-])C(=O)[O-].[K+].[K+]